[3-(3-phenylimidazo[1,2-b]pyridazin-6-yl)phenyl]methanol C1(=CC=CC=C1)C1=CN=C2N1N=C(C=C2)C=2C=C(C=CC2)CO